CC1=CC(=NC(=C1)C)CN1CCOC2=C(C1=O)C=C(C=C2C2=C(N=CS2)C)CN2C(=NC=C2)C 4-((4,6-Dimethylpyridin-2-yl)methyl)-7-((2-methyl-1H-imidazol-1-yl)methyl)-9-(4-methylthiazol-5-yl)-3,4-dihydrobenzo[f][1,4]oxazepin-5(2H)-one